ClC1=C(C(=CC(=C1)NC1=NC(=NC2=CC=CC=C12)Cl)CN(CC)CC)O 2-Chloro-4-((2-chloroquinazolin-4-yl)amino)-6-((diethylamino)methyl)phenol